C1(CC1)C1=NN(C(=C1)S(=O)(=O)N1CCC2(CC(C2)NC2CCOCC2)CC1)C 7-((3-cyclopropyl-1-methyl-1H-pyrazol-5-yl)sulfonyl)-N-(tetrahydro-2H-pyran-4-yl)-7-azaspiro[3.5]nonan-2-amine